methyl (2S)-2-(benzyloxycarbonylamino)-3-(4-hydroxyphenyl)propanoate C(C1=CC=CC=C1)OC(=O)N[C@H](C(=O)OC)CC1=CC=C(C=C1)O